COC1=CC=2N(C=C1)C1=C(N2)C=C(C=C1)C1=C(N(C(=C1)C)C=1SC(=CC1C#N)C)C 2-(3-(3-methoxybenzo[4,5]imidazo[1,2-a]pyridin-7-yl)-2,5-dimethyl-1H-pyrrol-1-yl)-5-methylthiophene-3-carbonitrile